NC1=CC(=C(OC2=C(C(=NC=N2)N(C(=O)OC(C)(C)C)C(=O)OC(C)(C)C)F)C=C1)Cl 6-(4-amino-2-chlorophenoxy)-5-fluoro-N,N-di-tert-butoxycarbonylpyrimidin-4-amine